3-chloro-N-(4-fluoro-3-(quinoxaline-6-carbonyl)phenyl)benzamide ClC=1C=C(C(=O)NC2=CC(=C(C=C2)F)C(=O)C=2C=C3N=CC=NC3=CC2)C=CC1